[(2-{5-[5-(2,2-dicyanoethenyl)furan-2-yl]-1-ethyl-1H-pyrrol-2-yl}thieno[3,2-b]furan-5-yl)methylidene]propanedinitrile C(#N)C(=CC1=CC=C(O1)C1=CC=C(N1CC)C1=CC2=C(O1)C=C(S2)C=C(C#N)C#N)C#N